C(#C)C1=CC=C(C=C1)C1=CC=NN1C 5-(4-ethynylphenyl)-1-methyl-1H-pyrazole